NC1=NC=CC(=N1)NCCO 2-((2-aminopyrimidin-4-yl)amino)ethan-1-ol